(R)-4-[(2-methyl-1,3-benzoxazol-6-yl)sulfonyl]morpholin CC=1OC2=C(N1)C=CC(=C2)S(=O)(=O)N2CCOCC2